N-(trans-3-(2-(4-(2,3-dichlorophenyl)piperazin-1-yl)ethyl)cyclobutyl)oxazole-2-carboxamide 1,5-naphthalenedisulfonate C1(=CC=CC=2C(=CC=CC12)S(=O)(=O)O)S(=O)(=O)O.ClC1=C(C=CC=C1Cl)N1CCN(CC1)CC[C@@H]1C[C@H](C1)NC(=O)C=1OC=CN1